(4-vinyl)-4'-chlorotritylmethane azide [N-]=[N+]=[N-].C(=C)C1=CC=C(C(C2=CC=C(C=C2)Cl)(C2=CC=CC=C2)C)C=C1